C(#N)C(C#N)(C#N)C=1NC=C[NH+]1 tricyanomethyl-imidazolium